2-methyl-3,6-dimethoxy-benzoyl chloride CC1=C(C(=O)Cl)C(=CC=C1OC)OC